(2R,4R)-4-(iodomethyl)-4-methyl-5-oxo-2-phenyloxazolidine-3-carboxylic acid phenylmethyl ester C1(=CC=CC=C1)COC(=O)N1[C@H](OC([C@]1(C)CI)=O)C1=CC=CC=C1